[1,3-bis(2,6-diisopropylphenyl)imidazol-2-ylidene](3-Chloropyridyl)palladium (II) dichloride C(C)(C)C1=C(C(=CC=C1)C(C)C)N1C(N(C=C1)C1=C(C=CC=C1C(C)C)C(C)C)=[Pd-3](C1=NC=CC=C1Cl)(Cl)Cl